C1(CC1)C=1NC(C=C(C1)C(=O)O)=O 2-cyclopropyl-6-oxo-1H-pyridine-4-carboxylic acid